C(=O)(O)C=1C=C(C=C(C1)C(=O)O)C1=NNC(=N1)C1=NC=CC=C1 3-(3,5-dicarboxylphenyl)-5-(pyrid-2-yl)-1H-1,2,4-triazole